1-(6-((5-bromo-2-chloropyrimidin-4-yl)amino)-2-methylquinolin-5-yl)-2,5-dihydrophosphole 1-oxide BrC=1C(=NC(=NC1)Cl)NC=1C(=C2C=CC(=NC2=CC1)C)P1(CC=CC1)=O